ClC1=NC=C(C(=N1)NCC=1C(=NC=CC1)OCC)C(=O)N 2-chloro-4-[[(2-ethoxypyridin-3-yl)methyl]amino]pyrimidin-5-carboxamide